NC1=C2N=CN(C2=NC(=N1)C=1C=NC=C(C1)Cl)[C@H]1[C@@H]([C@@H]([C@H](O1)C(=O)NC([2H])([2H])[2H])O)O (2s,3s,4r,5r)-5-(6-amino-2-(5-chloropyridin-3-yl)-9H-purin-9-yl)-3,4-dihydroxy-N-(methyl-d3)-tetrahydrofuran-2-carboxamide